C(#N)N[C@@H](CS)C(=O)O cyano-cysteine